BrC1=C(CN2N(C3=C(CN(CC3)CC3=CC(=CC(=C3)F)F)C2=O)CCO)C=CC(=C1)Cl 2-(2-bromo-4-chlorobenzyl)-5-(3,5-difluorobenzyl)-1-(2-hydroxyethyl)-1,2,4,5,6,7-hexahydro-3H-pyrazolo[4,3-c]pyridin-3-one